2,4-divinyl-2,4,6,6,8,8-hexamethyl-cyclotetrasiloxane C(=C)[Si]1(O[Si](O[Si](O[Si](O1)(C)C=C)(C)C)(C)C)C